O1C[C@@H]([C@H]2[C@@H]1OCC2)OC(=O)N2CCN(CC2)C2=NC=1N(C=C2)N=CC1C1=C(C=CC=C1)OC.C1(=CC=CC=C1)[S+](C1=CC=C(C=C1)C)C1=CC=C(C=C1)C phenyldi-p-tolyl-sulfonium (3R,3aS,6aR)-hexahydrofuro[2,3-b]furan-3-yl-4-(3-(2-methoxyphenyl)pyrazolo[1,5-a]pyrimidin-5-yl)piperazine-1-carboxylate